C(C)(C)(C)OC(=O)NCCN([C@@H](C)C(=O)O)CC(CCCC)(F)F N-(2-((tert-butoxycarbonyl)amino)ethyl)-N-(2,2-difluorohexyl)-L-alanine